NCC=1C=C(C=CC1)C1=CC=C(S1)C(C)NC1=NC(=NC2=CC(=C(C=C12)OC)OC)C N-[1-{5-[3-(aminomethyl)phenyl]thiophen-2-yl}ethyl]-6,7-dimethoxy-2-methylquinazolin-4-amine